CN1C=NC2=C1CC[C@H]2NC(=O)C=2C=NNC2 N-[(4R)-1-methyl-1H,4H,5H,6H-cyclopenta[d]Imidazol-4-yl]-1H-pyrazole-4-carboxamide